FC1=C(C=C(C=C1)[N+](=O)[O-])NC1=NC(=NC=C1C=1C=NC(=CC1)N1CCOCC1)NC=1C=NN(C1)C N4-(2-fluoro-5-nitrophenyl)-N2-(1-methyl-1H-pyrazol-4-yl)-5-[6-(morpholin-4-yl)pyridin-3-yl]pyrimidine-2,4-diamine